2-(2,5-Dimethyl-1H-pyrrol-1-yl)-6-(4-methyl-4H-1,2,4-triazol-3-yl)thiazolo[4,5-c]pyridine CC=1N(C(=CC1)C)C=1SC2=C(C=NC(=C2)C2=NN=CN2C)N1